CN1N=C(C(=C1)C1=CC=C(N=N1)OCC1C[C@@H]2[C@@H](CN(C2)CC(CC)C)C1)C (3aR,6aS)-5-[[6-(1,3-dimethylpyrazol-4-yl)pyridazin-3-yl]oxymethyl]-2-(2-methylbutyl)-3,3a,4,5,6,6a-hexahydro-1H-cyclopenta[c]pyrrole